CC1=NOC(=C1C=1C=C(CN2CC3(C2)CC(C3)NC(CCCC(=O)NC3=CC=C(C=C3)N[C@@H]3C[C@@H](N(C2=CC=CC=C32)C(CC)=O)C)=O)C=C(C1)O)C N1-(2-(3-(3,5-dimethylisoxazol-4-yl)-5-hydroxybenzyl)-2-azaspiro[3.3]Heptane-6-yl)-N5-(4-(((2S,4R)-2-methyl-1-propionyl-1,2,3,4-tetrahydroquinolin-4-yl)amino)phenyl)glutaramide